N-{[(9H-fluoren-9-yl)methoxy]carbonyl}-3-(2-methoxypyridin-4-yl)-L-alanine C1=CC=CC=2C3=CC=CC=C3C(C12)COC(=O)N[C@@H](CC1=CC(=NC=C1)OC)C(=O)O